4-Hexyl-3-[3-(triethoxysilyl)propyl]-1,2,3-triazole C(CCCCC)C=1N(N=NC1)CCC[Si](OCC)(OCC)OCC